7-{3-[1-(Bicyclo[2.2.2]oct-1-ylmethyl)-1H-pyrazol-4-yl]-6-methylpyridin-2-yl}-3-methoxycinnolin C12(CCC(CC1)CC2)CN2N=CC(=C2)C=2C(=NC(=CC2)C)C2=CC=C1C=C(N=NC1=C2)OC